FC(C(=O)[O-])(F)F.C(CCCCCCCC)(=O)OCC(CC(=O)O[C@H]1C[NH2+]C[C@H]1OC(CC(COC(CCCCCCCC)=O)COC(CCCCCCCC)=O)=O)COC(CCCCCCCC)=O (3S,4R)-3,4-bis((4-(nonanoyloxy)-3-((nonanoyloxy)methyl)butanoyl)oxy)pyrrolidin-1-ium trifluoroacetate